OC1=CC2=C(C(C(=CO2)CNC2=CC=CC=C2)=O)C=C1 7-hydroxy-3-((phenylamino)methyl)-4H-benzopyran-4-one